CN1CCN(CC1)C(=O)O[C@@H]1CC[C@H](CC1)C(N(C[C@@H]1CC[C@H](CC1)C1=CC(=C(C=C1)OC)C)C1=NC=CC(=C1)C=1N=C(OC1)C(C)C)=O trans-4-((4-(2-Isopropyloxazol-4-yl) pyridin-2-yl)(((trans)-4-(4-methoxy-3-methylphenyl) cyclohexyl)methyl) carbamoyl)cyclohexyl 4-methylpiperazine-1-carboxylate